N[C@@H]1C=2C(=NC=CC2)CC12CCN(CC2)C=2C(NC(=CN2)SC2=C(C(=NC=C2)Cl)Cl)=O (S)-3-(5-amino-5,7-dihydrospiro[cyclopenta[b]pyridin-6,4'-piperidin]-1'-yl)-6-((2,3-dichloropyridin-4-yl)thio)pyrazin-2(1H)-one